7-methoxy-6-(methoxymethyl)-4-(1-methyl-3-phenyl-1H-pyrazol-4-yl)quinazoline COC1=C(C=C2C(=NC=NC2=C1)C=1C(=NN(C1)C)C1=CC=CC=C1)COC